N[C@@H](C)C=1N(C(C2=C(C=CC=C2C1)Cl)=O)C1=NNC=C1 (S)-3-(1-aminoethyl)-8-chloro-2-(1H-pyrazol-3-yl)isoquinolin-1(2H)-one